CN(C(=O)N1C[C@@H](CCC1)C(=O)O)CC1=CC=C2C(=CC(OC2=C1)=O)C1=C(C=CC=C1)C (R)-1-(methyl((2-oxo-4-(o-tolyl)-2H-chromen-7-yl)methyl)carbamoyl)piperidine-3-carboxylic acid